1-(2-isopropylphenyl)-3-[[rac-(1S)-4-[5-(methylamino)-1-[4-(trifluoromethoxy)phenyl]-1,2,4-triazole-3-yl]cyclohex-3-en-1-yl]methyleneamino]thiourea C(C)(C)C1=C(C=CC=C1)NC(=S)NN=C[C@@H]1CC=C(CC1)C1=NN(C(=N1)NC)C1=CC=C(C=C1)OC(F)(F)F |r|